[N+](=O)([O-])C1CCC(CN1)N1CC(OCC1)C1(CC1)O 1-(4-(6-nitropiperidin-3-yl)morpholin-2-yl)cyclopropan-1-ol